(S)-2,2-dimethyl-N-((1-methylpyrrolidin-3-yl)methyl)-3-((3-(trifluoromethyl)pyridin-2-yl)oxy)propanamide CC(C(=O)NC[C@H]1CN(CC1)C)(COC1=NC=CC=C1C(F)(F)F)C